COC(=O)C1=CC=CC=2N=C3N(C=C(C=C3)Br)C21 2-bromobenzo[4,5]imidazo[1,2-a]pyridine-9-carboxylic acid methyl ester